ethyl 2-(4-hydroxyphenyl)-4-methyl-5-thiazolate OC1=CC=C(C=C1)C=1SC(=C(N1)C)C(=O)OCC